5-[(1R,4R,7R)-7-amino-2-azabicyclo[2.2.1]heptane-2-carbonyl]-2-[1-(cyclopropylmethyl)-1H-pyrrolo[2,3-b]pyridin-2-yl]-7-methoxy-1H-1,3-benzodiazol N[C@H]1[C@@H]2N(C[C@H]1CC2)C(=O)C2=CC1=C(NC(=N1)C1=CC=3C(=NC=CC3)N1CC1CC1)C(=C2)OC